[O-2].[Zr+4].[Sn+4].[O-2].[O-2].[O-2] tin zirconium oxide